BrC=1CC2=CC3=C(OCCO3)C=C2C1 7-bromo-2,3-dihydro-6H-indeno[5,6-b][1,4]dioxin